(S)-N-(1-(3,6-dichloroquinoxalin-2-yl)pyrrolidin-3-yl)-N-ethylisobutyramide ClC=1C(=NC2=CC=C(C=C2N1)Cl)N1C[C@H](CC1)N(C(C(C)C)=O)CC